(4-(4-fluorophenoxy)phenyl)-6,7-bis(2-methoxyethoxy)quinazolin-4-amine FC1=CC=C(OC2=CC=C(C=C2)C2=NC3=CC(=C(C=C3C(=N2)N)OCCOC)OCCOC)C=C1